N-((1-(4-cyano-3-trifluoromethylphenyl)-1H-pyrazol-3-yl)methyl)-4-trifluoromethylbenzenesulfonamide C(#N)C1=C(C=C(C=C1)N1N=C(C=C1)CNS(=O)(=O)C1=CC=C(C=C1)C(F)(F)F)C(F)(F)F